C(C)C(C(=O)OCCOCCOCCOC(C(CC)CC)=O)CC triethylene glycol di-{2-ethylbutyrate}